COC1=CC=C(C=C1)CN1N=C(N=C1)C=1C(=NC=CN1)C(C)=O 1-[3-[1-[(4-methoxyphenyl)methyl]-1,2,4-triazol-3-yl]pyrazin-2-yl]ethanone